Cobalt(II) iodide [Co](I)I